2,6-dimethoxy-4-(5-phenyl-4-thiophen-2-yl-1H-imidazole-2-yl)-phenol COC1=C(C(=CC(=C1)C=1NC(=C(N1)C=1SC=CC1)C1=CC=CC=C1)OC)O